OC1=CC=C2C(C(=COC2=C1)C1=C(C=C(C=C1)Cl)Cl)=O 7-hydroxy-2',4'-dichloroisoflavone